3-[3-(4-Methoxybenzyl)-3H-Imidazo[4,5-b]pyridin-2-yl]-N-((S)-1-phenylethyl)-propionamid COC1=CC=C(CN2C(=NC=3C2=NC=CC3)CCC(=O)N[C@@H](C)C3=CC=CC=C3)C=C1